di-(butoxyethyloxyethyl) terephthalate C(C1=CC=C(C(=O)OCCOCCOCCCC)C=C1)(=O)OCCOCCOCCCC